trans-4-((5-fluoro-4-(2-(2-oxopiperidin-1-yl)pyridin-4-yl)pyrimidin-2-yl)amino)cyclohexane-1-carboxamide FC=1C(=NC(=NC1)N[C@@H]1CC[C@H](CC1)C(=O)N)C1=CC(=NC=C1)N1C(CCCC1)=O